tert-butyl ((1R,4R)-4-amino-2-hydroxycyclopentyl)carbamate N[C@H]1CC([C@@H](C1)NC(OC(C)(C)C)=O)O